CC1([C@H](C1)C(=O)N1CC2(C1)CN(CC2C(=O)NNC(CC2=NC(=CC=C2)C2CCOCC2)=O)C(=O)C2=C(N=C(S2)C)C)C 2-((S)-2,2-dimethylcyclopropane-1-carbonyl)-6-(2,4-dimethylthiazole-5-carbonyl)-N'-(2-(6-(tetrahydro-2H-pyran-4-yl)pyridin-2-yl)acetyl)-2,6-diazaspiro[3.4]octane-8-carbohydrazide